CC=1OC2=C(N1)C=CC=C2C(=O)O 2-methylbenzo[d]oxazole-7-carboxylic acid